C(C)(C)(C)P(C1=C(C=CC=C1)C1=CC=CC=C1)C(C)(C)C 2-(di-tert-butylphosphino)-biphenyl